CN1CC2(CC(C2)OC=2C=CC(=NC2)C2=NSC(=N2)NC2=NC=CC=C2C)CC1 3-(5-(6-methyl-6-azaspiro[3.4]octan-2-yloxy)pyridin-2-yl)-N-(3-methylpyridin-2-yl)-1,2,4-thiadiazol-5-amine